2-(1-acetylazetidin-3-yl)-4-amino-5-methylisoindoline-1,3-dione C(C)(=O)N1CC(C1)N1C(C2=CC=C(C(=C2C1=O)N)C)=O